(S)-3-(2,4-dimethoxybenzyl)-1-(5-((3-methylpiperazin-1-yl)methyl)pyrazolo[1,5-a]pyridin-3-yl)dihydropyrimidine-2,4(1H,3H)-dione hydrochloride Cl.COC1=C(CN2C(N(CCC2=O)C=2C=NN3C2C=C(C=C3)CN3C[C@@H](NCC3)C)=O)C=CC(=C1)OC